CN/N=C/C1=C(C=C(C=C1F)F)F (E)-1-methyl-2-(2,4,6-trifluorobenzylidene)hydrazine